1-(4-bromophenyl)-10-(hydroxymethyl)-8-(5-methylpyridin-2-yl)phenanthren-4-ol BrC1=CC=C(C=C1)C1=CC=C(C=2C3=CC=CC(=C3C=C(C12)CO)C1=NC=C(C=C1)C)O